7-(6,7-dihydro-5H-imidazo[1,2-a]imidazol-3-yl)-2-[3-(5-fluoro-6-methyl-2-pyridyl)-1H-pyrazol-4-yl]-1,5-naphthyridine N1=C2N(C(=C1)C1=CN=C3C=CC(=NC3=C1)C=1C(=NNC1)C1=NC(=C(C=C1)F)C)CCN2